O.CN(C1=C2C=CC=C(C2=CC=C1)S(=O)(=O)O)C 5-(dimethylamino)-1-naphthalenesulfonic acid hydrate